Triethylene glycol monomesylate S(C)(=O)(=O)OCCOCCOCCO